3-ethylsulfanylbutyraldehyde C(C)SC(CC=O)C